COC1=CC(=CC2=C1N(N=N2)C)CCC(=O)[O-] 3-(7-methoxy-1-methyl-1H-benzo[d][1,2,3]triazol-5-yl)propanoate